Dihydropteridinone ethyl-5-(N-(2-((2-chloro-N-(furan-2-ylmethyl)benzoylamino)methyl)-4,5-dimethoxyphenyl)-N-ethylsulfamoyl)-3-methylbenzofuran-2-carboxylate C(C)OC(=O)C=1OC2=C(C1C)C=C(C=C2)S(N(CC)C2=C(C=C(C(=C2)OC)OC)CN(CC=2OC=CC2)C(C2=C(C=CC=C2)Cl)=O)(=O)=O.N2C(NCC1=NC=CN=C21)=O